1-(3-aminopropyl)-3-(3,5-dichlorophenoxy)-1H-pyrrole-2,5-dione hydrochloride Cl.NCCCN1C(C(=CC1=O)OC1=CC(=CC(=C1)Cl)Cl)=O